ClC1=CC=C(C=C1)CN1C(=NC2=C1C=CC=C2)CC2CCCC2 1-[(4-Chlorophenyl)methyl]-2-(cyclopentylmethyl)-1H-benzimidazole